FC1([C@H](C#N)C=CC(=C1)C1=NC(=NC2=CC=C(C=C12)C1=C(C=CC=C1)Cl)NCC1CNCC1)F (S)-2-fluoro-4-(2-((pyrrolidin-3-ylmethyl)amino)-6-(2-chlorophenyl)quinazolin-4-yl)-2-fluorobenzonitrile